3-((1S,4S)-2-oxa-5-azabicyclo[2.2.1]-heptan-5-yl)-2-nitroaniline [C@@H]12OC[C@@H](N(C1)C=1C(=C(N)C=CC1)[N+](=O)[O-])C2